N-(2'-amino-5'H-spiro[chromane-4,4'-thiazol]-6-yl)picolinamide NC=1SCC2(N1)CCOC1=CC=C(C=C12)NC(C1=NC=CC=C1)=O